2-methoxy-4-((4-(piperazin-1-ylmethyl)phenyl)amino)pyrimido[4,5-d]pyridazin-5(6H)-one hydrochloride Cl.COC=1N=C(C2=C(C=NNC2=O)N1)NC1=CC=C(C=C1)CN1CCNCC1